20,23-Dihydroxytriacontanoic acid OC(CCCCCCCCCCCCCCCCCCC(=O)O)CCC(CCCCCCC)O